methyl 3-azetidinecarboxylate N1CC(C1)C(=O)OC